isopropyl (trans-4-(5-(4-hydroxy-2-sulfamoylphenyl)thiazol-2-yl)cyclohexyl)carbamate OC1=CC(=C(C=C1)C1=CN=C(S1)[C@@H]1CC[C@H](CC1)NC(OC(C)C)=O)S(N)(=O)=O